phthaloyl-aza-tryptophan C(C=1C(C(=O)O)=CC=CC1)(=O)NN(CC1=CNC2=CC=CC=C12)C(=O)O